Ethyl 4-(3-(4-formyl-1H-imidazol-1-yl)propyl)benzoate C(=O)C=1N=CN(C1)CCCC1=CC=C(C(=O)OCC)C=C1